2,4,7-trimethylindene lithium salt [Li].CC=1CC2=C(C=CC(=C2C1)C)C